beta-naphthoic acid, bromide C1=C(C=CC2=CC=CC=C12)C(=O)Br